2-(1-benzyl-4-hydroxyazepan-4-yl)acetohydrazide C(C1=CC=CC=C1)N1CCC(CCC1)(O)CC(=O)NN